CN1C2=C(OC[C@@H](C1=O)NC(C1=NC=CC(=C1)OC1=CC=CC=C1)=O)C=CC(=C2)C#CC(=C)C (S)-N-(5-methyl-7-(3-methylbut-3-en-1-yn-1-yl)-4-oxo-2,3,4,5-tetrahydrobenzo[b][1,4]oxazepin-3-yl)-4-phenoxypicolinamide